6'-(((1S,3S)-3-((5-(difluoromethoxy)pyrimidin-2-yl)amino)cyclopentyl)amino)-2'-methyl-2H-[1,3'-bipyridyl]-2-one FC(OC=1C=NC(=NC1)N[C@@H]1C[C@H](CC1)NC1=CC=C(C(=N1)C)N1C(C=CC=C1)=O)F